OC1=CC=C(C=C1)C1(CCC(CC1)C(C)(C)C1CCC(CC1)(C1=CC=C(C=C1)O)C1=CC=C(C=C1)O)C1=CC=C(C=C1)O 2,2-bis[4,4-bis(4-hydroxyphenyl)cyclohexyl]propane